C(=O)(O)[C@]1(C[C@H](N(CC1)CC1=C(C(=CC=C1)Cl)F)C)CC=1N=C(C(=C(C(=O)O)C1)F)NC1=NNC(=C1)C 6-(((2R,4R)-4-carboxy-1-(3-chloro-2-fluorobenzyl)-2-methylpiperidin-4-yl)methyl)-3-fluoro-2-((5-methyl-1H-pyrazol-3-yl)amino)isonicotinic acid